[Pd].C1(=CC=CC=C1)P(C1=CC=CC=C1)C1=CC=CC=C1.C1(=CC=CC=C1)P(C1=CC=CC=C1)C1=CC=CC=C1 Bis(triphenylphosphin) palladium